di(mercaptoethyl)amine SCCNCCS